BrC1=C(C2=CC=C(C=C2C(=C1Br)O)C)O 2,3-dibromo-6-methyl-1,4-naphthalenediol